O=C1NC2=C(OC[C@@H]1NC(OC(C)(C)C)=O)C=CC=N2 tert-butyl N-[(3S)-4-oxo-3,5-dihydro-2H-pyrido[3,2-b][1,4]oxazepin-3-yl]carbamate